OC(C(=O)OC)C1=CN=C(S1)C Methyl 2-hydroxy-2-(2-methylthiazol-5-yl)acetate